CN(C)CC=1C=C(C=CC1)C(C)=O 1-(3-((dimethylamino)methyl)phenyl)ethanone